propyl-trimethyl-siloxysilane Lithium(I) 2-(6-chloro-8-morpholinoimidazo[1,2-a]pyrazin-2-yl)acetate ClC=1N=C(C=2N(C1)C=C(N2)CC(=O)[O-])N2CCOCC2.[Li+].C(CC)[SiH2]O[Si](C)(C)C